3-[2-chloro-5-(5,6-difluoro-3-pyridinyl)-4-fluoro-phenyl]-5-methyl-4H-isoxazole-5-carboxylic acid ethyl ester C(C)OC(=O)C1(CC(=NO1)C1=C(C=C(C(=C1)C=1C=NC(=C(C1)F)F)F)Cl)C